NC1=C(C=C(C=2C(C3=CC=C(C=C3C(C12)=O)O)=O)Br)S(=O)(=O)O 1-amino-7-hydroxy-4-bromoanthraquinone-2-sulfonic acid